tert-butyl N-[(1S)-2-[2-[3-[(3-carbamoyl-6-chloro-5-ethyl-pyrazin-2-yl) amino] phenyl] ethylamino]-1-methyl-2-oxo-ethyl]-N-methyl-carbamate C(N)(=O)C=1C(=NC(=C(N1)CC)Cl)NC=1C=C(C=CC1)CCNC([C@H](C)N(C(OC(C)(C)C)=O)C)=O